CN1C2=C(N(C(C1=O)=O)C1CCN(CC1)CC1=CC=C(C=C1)OC(F)(F)F)N=CC=C2C 1,8-dimethyl-4-(1-(4-(trifluoromethoxy)benzyl)piperidin-4-yl)-1,4-dihydropyrido[2,3-b]pyrazine-2,3-dione